(S)-(2-(6-(2-ethyl-5-fluoro-4-hydroxyphenyl)-4-methyl-1H-indazol-3-yl)-4,6-dihydropyrrolo[3,4-d]imidazol-5(1H)-yl)(3-hydroxypyrrolidin-1-yl)methanone C(C)C1=C(C=C(C(=C1)O)F)C1=CC(=C2C(=NNC2=C1)C1=NC2=C(N1)CN(C2)C(=O)N2C[C@H](CC2)O)C